ClC=1C(=NC(=NC1)NC1=C(C=C(C(=C1)F)N1CC2(C1)CCN(CC2)C)OC)OC2=C1C(N(C3(C1=CC=C2)CC3)C)=O 4'-((5-chloro-2-((5-fluoro-2-methoxy-4-(7-methyl-2,7-diazaspiro[3.5]non-2-yl)phenyl)amino)pyrimidin-4-yl)oxy)-2'-methylspiro[cyclopropane-1,1'-isoindoline]-3'-one